COCCN1C(N(C(C=2NC(=NC12)C=1C=NC(=CC1)NCCCN1C(CCC1)=O)=O)CCC)=O 3-(2-methoxyethyl)-8-(6-((3-(2-oxo-1-pyrrolidinyl)propyl)amino)-3-pyridinyl)-1-propylxanthine